ClC1=NC=2N(C(=C1)N1CC(C1)CC(=O)N)N=C(C2C2=CC=C(C=C2)Cl)C2=C(C=CC=C2)Cl 2-[1-[5-chloro-2-(2-chlorophenyl)-3-(4-chlorophenyl)pyrazolo[1,5-a]pyrimidin-7-yl]azetidin-3-yl]acetamide